1-(2-bromo-4-(2-(4-(2-hydroxy-3-(5-(hydroxymethyl)-4-iodo-1H-1,2,3-triazol-1-yl)propoxy)phenyl)propan-2-yl)phenoxy)-3-chloropropan-2-ol BrC1=C(OCC(CCl)O)C=CC(=C1)C(C)(C)C1=CC=C(C=C1)OCC(CN1N=NC(=C1CO)I)O